2,3-dihydrobenzo[b]oxepin-8-ol O1C2=C(C=CCC1)C=CC(=C2)O